7,7,7-trifluoro-N-(4-hydroxypentyl)heptanamide cobalt [Co].FC(CCCCCC(=O)NCCCC(C)O)(F)F